ClC=1C=C(C=CC1)[C@H](CN[C@@H](CC1=CC2=C(OC(O2)(C(=O)[O-])C(=O)[O-])C=C1)C)O.[Na+].[Na+] disodium 5-[(2R)-2-[[(2R)-2-(3-Chlorophenyl)-2-hydroxyethyl]amino]propyl]-1,3-benzodioxole-2,2-dicarboxylate